trans-tert-butyl 2-(2-bromo-6-chloropyridin-4-yl)-6-(methoxymethyl)morpholine-4-carboxylate BrC1=NC(=CC(=C1)[C@@H]1CN(C[C@H](O1)COC)C(=O)OC(C)(C)C)Cl